4,6-diphenyl-2-(4,4,5,5-tetramethyl-1,3,2-dioxaborolan-2-yl)-pyrimidine C1(=CC=CC=C1)C1=NC(=NC(=C1)C1=CC=CC=C1)B1OC(C(O1)(C)C)(C)C